4-(5-bromo-1-hexyl-3-(nicotinamido)-1H-pyrazolo[3,4-b]pyridin-6-yl)phenyl (3-(dimethylamino)propyl)carbamate CN(CCCNC(OC1=CC=C(C=C1)C1=C(C=C2C(=N1)N(N=C2NC(C2=CN=CC=C2)=O)CCCCCC)Br)=O)C